2-(pyridin-2-yl)-5-(2-(pyrrolidin-1-yl)ethoxy)pyrazine N1=C(C=CC=C1)C1=NC=C(N=C1)OCCN1CCCC1